COC1=C(C=C(C(=C1)OC1CCN(CC1)CC1CCNCC1)OC)C1=CN(C(C2=CN=CC=C12)=O)C 4-(2,5-dimethoxy-4-((1-(piperidin-4-ylmethyl)piperidin-4-yl)oxy)phenyl)-2-methyl-2,7-naphthyridin-1(2H)-one